BrCCOC=1C=C(C2=C(N(C(N2C2CC(C2)(C)O)=O)COCC[Si](C)(C)C)C1)C(F)(F)F 6-(2-bromoethoxy)-3-[(cis)-3-hydroxy-3-methylcyclobutyl]-4-(trifluoromethyl)-1-{[2-(trimethylsilyl)ethoxy]methyl}-2,3-dihydro-1H-1,3-benzodiazol-2-one